The molecule is a phytochelatin that is a nonapeptide consisting of 4 units of gamma-Glu-Cys, with a glycyl unit at the C-terminus. It is a phytochelatin and an oligopeptide. C(CC(=O)N[C@@H](CS)C(=O)N[C@@H](CCC(=O)N[C@@H](CS)C(=O)N[C@@H](CCC(=O)N[C@@H](CS)C(=O)N[C@@H](CCC(=O)N[C@@H](CS)C(=O)NCC(=O)O)C(=O)O)C(=O)O)C(=O)O)[C@@H](C(=O)O)N